methyl (2-((S)-5-oxo-1-(2,3,5-trifluorobenzyl)pyrrolidin-2-yl)acetyl)-L-valinate O=C1CC[C@H](N1CC1=C(C(=CC(=C1)F)F)F)CC(=O)N[C@@H](C(C)C)C(=O)OC